gallium-tungsten [W].[Ga]